4-(7-(3-Aminopiperidin-1-yl)-3-(3-fluoro-4-methoxyphenyl)-3H-imidazo[4,5-b]pyridin-2-yl)-2-fluorobenzonitrile NC1CN(CCC1)C1=C2C(=NC=C1)N(C(=N2)C2=CC(=C(C#N)C=C2)F)C2=CC(=C(C=C2)OC)F